Cl[Si]1(C[Si](CCC1)(C)C)C 1-chloro-1,3,3-trimethyl-1,3-disilacyclohexane